2-(benzothiazol-2-yl)-6-(2-(3-(dicyanomethylene)-5,5-dimethylcyclohex-1-en-1-yl) vinyl)-4-methylphenyl 2,4-dinitrobenzenesulfonate [N+](=O)([O-])C1=C(C=CC(=C1)[N+](=O)[O-])S(=O)(=O)OC1=C(C=C(C=C1C=CC1=CC(CC(C1)(C)C)=C(C#N)C#N)C)C=1SC2=C(N1)C=CC=C2